ethyl 2,2-difluoro-2-iodo-acetate FC(C(=O)OCC)(I)F